tert-butyl-[[5-[[tert-butyl(dimethyl)silyl]oxymethyl]-3-(4,4,5,5-tetramethyl-1,3,2-dioxaborolan-2-yl)-8-oxabicyclo[3.2.1]octa-2,6-dien-1-yl]methoxy]-dimethyl-silane C(C)(C)(C)[Si](C)(C)OCC12C=C(CC(C=C1)(O2)CO[Si](C)(C)C(C)(C)C)B2OC(C(O2)(C)C)(C)C